C(C1=CC=CC=C1)OC=1C=C2C(=C(N(C2=CC1)CC1=CC=C(C=C1)CCNCC)C1=C(C=CC=C1)C)F 2-(4-((5-(benzyloxy)-3-fluoro-2-(o-tolyl)-1H-indol-1-yl)methyl)phenyl)-N-ethylethan-1-amine